FC=1C=C(OC2=CC(=C(C=C2)C2=NN(C=C2)C)[N+](=O)[O-])C=CC1F 3-(4-(3,4-Difluorophenoxy)-2-nitrophenyl)-1-methyl-1H-pyrazole